ClC1=CC(=C2C=NN(C2=C1)C1OCCCC1)F 6-chloro-4-fluoro-1-tetrahydropyran-2-yl-indazole